tert-butyl 4-(((S)-2,2-difluoro-1-(4-((2-methyl-7-((R)-2,2,2-trifluoro-1-methoxyethyl)thiazolo[5,4-b]pyridin-6-yl)amino)phenyl)ethyl)(methyl)carbamoyl)piperidine-1-carboxylate FC([C@H](C1=CC=C(C=C1)NC=1C(=C2C(=NC1)SC(=N2)C)[C@H](C(F)(F)F)OC)N(C(=O)C2CCN(CC2)C(=O)OC(C)(C)C)C)F